methylphosphonoyl-methane CP(=O)=C